P(OC1=C(C=CC=C1)C)(OC1=C(C=CC=C1)C)[O-] ditolyl phosphite